BrC1=C(C=C(C(=O)N2CC=3N(CC2)C(N(C3C(=O)NCC3=CC(=CC(=C3)OC)OC)C3=CC=C(C=C3)OC)=O)C=C1)Cl 7-(4-bromo-3-chloro-benzoyl)-N-[(3,5-dimethoxyphenyl)methyl]-2-(4-methoxyphenyl)-3-oxo-6,8-dihydro-5H-imidazo[1,5-a]pyrazine-1-carboxamide